COC(=O)C1=CC(=C(O[C@@H]2CN(CC2)C(=O)OC(C)(C)C)C=C1)N1CCC(CC1)C(F)(F)F tert-butyl (S)-3-(4-(methoxycarbonyl)-2-(4-(trifluoromethyl)piperidin-1-yl)phenoxy)pyrrolidine-1-carboxylate